C1C(=C(N2[C@H](S1)[C@@H](C2=O)NC(=O)CC3=CC=CS3)C(=O)[O-])C[N+]4=CC=CC=C4 The molecule is a cephalosporin compound having pyridinium-1-ylmethyl and 2-thienylacetamido side-groups. A first-generation semisynthetic derivative of cephalosporin C. It has a role as an antibacterial drug. It is a cephalosporin, a semisynthetic derivative and a beta-lactam antibiotic allergen.